3-bromo-5-chloro-2-(methoxymethyl)-N-(thiophen-2-ylmethyl)furo[3,2-b]pyridin-7-amine BrC1=C(OC=2C1=NC(=CC2NCC=2SC=CC2)Cl)COC